3-bromo-5-methoxy-4-(methoxymethoxy)benzaldehyde BrC=1C=C(C=O)C=C(C1OCOC)OC